2-amino-1-(thiophen-3-yl)ethan-1-ol NCC(O)C1=CSC=C1